(S)-4-(5-cyclopropyl-7-(5-isocyanopyridin-3-yl)-7H-pyrrolo[2,3-d]pyrimidin-4-yl)-3-methylpiperazine-1-carboxylic acid tert-butyl ester C(C)(C)(C)OC(=O)N1C[C@@H](N(CC1)C=1C2=C(N=CN1)N(C=C2C2CC2)C=2C=NC=C(C2)[N+]#[C-])C